FC=1C=2N(C=C(C1)NC(=O)C1=CC=C(C3=CN(N=C13)C)N1CC3(CCN3C(=O)OC(C)(C)C)CC1)C=CN2 tert-butyl 6-[7-({8-fluoroimidazo[1,2-a]pyridin-6-yl}carbamoyl)-2-methylindazol-4-yl]-1,6-diazaspiro[3.4]octane-1-carboxylate